anthra-anthracene C1=CC=CC=2C=C3C4=C(C=CC3=CC12)C1=CC2=CC=CC=C2C=C1C=C4